(R)-1-(1-(4-(1,1-Difluoroethyl)benzyl)-1H-benzo[d]imidazol-2-yl)piperidin-3-amin FC(C)(F)C1=CC=C(CN2C(=NC3=C2C=CC=C3)N3C[C@@H](CCC3)N)C=C1